C(C)NC(=O)[C@H]1[C@@H](CC[C@H](C1)C)C(C)C (1R,2S,5R)-N-ethyl-2-isopropyl-5-methylcyclohexane-carboxamide